N-(1-((S)-1-(4-methyl-2-((1R,5S)-2-oxo-3-azabicyclo[3.1.0]hexan-3-yl)pyrimidin-5-yl)ethyl)-1H-pyrazol-4-yl)pyrazine-2-carboxamide CC1=NC(=NC=C1[C@H](C)N1N=CC(=C1)NC(=O)C1=NC=CN=C1)N1C([C@@H]2C[C@@H]2C1)=O